O=C1NC(CCC1NC(CC=1C=C(C=CC1)NC(CCCCCCCCCC)=O)=O)=O N-(3-(2-((2,6-dioxopiperidin-3-yl)amino)-2-oxoethyl)phenyl)undecanamide